(2-(ethylamino)-4-isopropyl-7-oxothieno[2,3-d]pyridazin-6(7H)-yl)-N-(pyrimidin-2-yl)acetamide C(C)NC1=CC2=C(C(N(N=C2C(C)C)CC(=O)NC2=NC=CC=N2)=O)S1